2-(3-methylbenzoyl)benzoic acid CC=1C=C(C(=O)C2=C(C(=O)O)C=CC=C2)C=CC1